trans-tert-butyl N-(4-(2,2-difluoroethoxy)cyclohexyl)carbamate FC(CO[C@@H]1CC[C@H](CC1)NC(OC(C)(C)C)=O)F